CN(C)P([N+](=P(N(C)C)(N(C)C)N(C)C)N(C)C)N(C)C hexakis(dimethylamino)diphosphazenium